FC(OC1=C(C=CC(=C1)N1CCN(CC1)C(C)C)NC1=NC=C(C(=N1)NC1=C(SC=C1)C(=O)N)C)F 3-((2-((2-(difluoromethoxy)-4-(4-isopropylpiperazin-1-yl)-phenyl)amino)-5-methylpyrimidin-4-yl)amino)thiophene-2-carboxamide